ClC1=NC=C(C(=N1)NC1=C(C=C(C(=C1)C=1C=NC(=NC1)N1C[C@@H](O[C@@H](C1)C)C)F)N1C[C@@H](N(CC1)C)C)N chloro-N4-(5-(2-((2S,6R)-2,6-dimethylmorpholino)pyrimidin-5-yl)-2-((S)-3,4-dimethylpiperazin-1-yl)-4-fluorophenyl)pyrimidine-4,5-diamine